FC(C(=O)O)(F)F.NC=1N=C(C(=NC1)SC=1N=CC(=NC1)N1CCC2([C@@H](C=3N(N=CC3)C2)N)CC1)Cl (S)-1-(5-((5-amino-3-chloropyrazin-2-yl)thio)pyrazin-2-yl)-4'H,6'H-spiro[piperidine-4,5'-pyrrolo[1,2-b]pyrazol]-4'-amine (trifluoroacetate)